6-bromo-3-(phenethylamino)pyrazin-2(1H)-one BrC1=CN=C(C(N1)=O)NCCC1=CC=CC=C1